1,3,4,5-Tetrahydro-2H-benzo[b]azepin-2-one N1C2=C(CCCC1=O)C=CC=C2